tetra(1-naphthoic acid) borate B(O)(O)O.C1(=CC=CC2=CC=CC=C12)C(=O)O.C1(=CC=CC2=CC=CC=C12)C(=O)O.C1(=CC=CC2=CC=CC=C12)C(=O)O.C1(=CC=CC2=CC=CC=C12)C(=O)O